C(C(=C)C)(=O)OCCNC(=O)OCCCC 2-[(butoxycarbonyl)amino]ethyl methacrylate